OC(C)NC=O (α-hydroxyethyl)formamide